(1s,3s)-3-(3-Fluoroazetidin-1-yl)cyclobutyl (8-amino-7-fluoro-6-(8-methyl-2,3-dihydro-1H-pyrido[2,3-b][1,4]oxazin-7-yl)isoquinolin-3-yl)carbamate NC=1C(=C(C=C2C=C(N=CC12)NC(OC1CC(C1)N1CC(C1)F)=O)C1=C(C2=C(OCCN2)N=C1)C)F